2-[4-(4,4,5,5-tetramethyl-1,3,2-dioxaborolan-2-yl)pyrazol-1-yl]acetic acid CC1(OB(OC1(C)C)C=1C=NN(C1)CC(=O)O)C